tert-butyl (R)-5-(4-((4-fluorobenzo[d]thiazol-5-yl)amino)thieno[2,3-b]pyridin-2-yl)-6-methyl-3,6-dihydropyridine-1(2H)-carboxylate FC1=C(C=CC2=C1N=CS2)NC2=C1C(=NC=C2)SC(=C1)C1=CCCN([C@@H]1C)C(=O)OC(C)(C)C